ClC1=C(C(=CC=C1)F)N1N=C(C(=C1)NC1=CC=C(C=C1)C(=O)N1CCOCC1)C(=O)N 1-(2-chloro-6-fluorophenyl)-4-((4-(morpholine-4-carbonyl)phenyl)amino)-1H-pyrazole-3-carboxamide